(2S)-1-[(1-Ethyl-5-{[(2-methylbiphenyl-3-yl)amino]carbonyl}-6-oxo-1,6-dihydropyridin-3-yl)methyl]piperidin C(C)N1C=C(C=C(C1=O)C(=O)NC=1C(=C(C=CC1)C1=CC=CC=C1)C)CN1CCCCC1